C(CCN=C=O)N=C=O TRIMETHYLENE DIISOCYANATE